bromo-6'-fluorobiphenyl-2-ol BrC1=C(C(=CC=C1)C1=CC=CC=C1F)O